C(C1=CC=CC=C1)NCC1=CC=C(C=C1)CC N-benzyl-p-ethylphenylmethylamine